N[C@H]1[C@@H](CC1)C1=C(C2=NC(=CC(=C2O1)NCC=1SC=CC1)Cl)Br |r| racemic-trans-2-(2-aminocyclobutyl)-3-bromo-5-chloro-N-(thiophen-2-ylmethyl)furo[3,2-b]pyridin-7-amine